o-toluenesulfinate ammonium salt [NH4+].CC=1C(=CC=CC1)S(=O)[O-]